N-(3-(benzo[d][1,3]dioxol-5-yl)-1H-pyrazol-5-yl)-4-(piperidin-1-yl)benzamide O1COC2=C1C=CC(=C2)C2=NNC(=C2)NC(C2=CC=C(C=C2)N2CCCCC2)=O